2-(7-Bromo-5-fluoro-1H-indol-3-yl)-N-ethyl-N-methylethan-1-amine BrC=1C=C(C=C2C(=CNC12)CCN(C)CC)F